ClC1=C(C=CC=C1OC)C=1C(=C2C(=NC(=NN2C1)C=1N(C=CN1)C)NC1CC(C1)OC)C1=CC=CC=C1 6-(2-Chloro-3-methoxyphenyl)-N-((1r,3r)-3-methoxycyclobutyl)-2-(1-methyl-1H-imidazol-2-yl)-5-phenylpyrrolo[2,1-f][1,2,4]triazin-4-amine